methyl 1-methyl fluoromethanedisulfonate FC(S(=O)(=O)OC)S(=O)(=O)OC